5-((4-hydroxy-1-(4-(piperidin-4-yloxy)benzoyl)piperidin-4-yl)methyl)-1-p-tolyl-1H-pyrazolo[3,4-d]pyrimidin-4(5H)-one OC1(CCN(CC1)C(C1=CC=C(C=C1)OC1CCNCC1)=O)CN1C=NC2=C(C1=O)C=NN2C2=CC=C(C=C2)C